C(C)C(COC=1C=C(C(=O)OCCCCBr)C=C(C1)OCC(CCCC)CC)CCCC 4-Bromobutyl 3,5-bis((2-ethylhexyl)oxy)benzoate